C(C)(C)(C)C1(CC(N=C1)(C(=O)O)CC)C(=O)O 4-tert-butyl-2-ethyl-pyrrole-2,4-dicarboxylic acid